1-{4-[1-(3,4-dimethylphenyl)-1H-pyrazolo[4,3-c]quinolin-3-yl]phenyl}piperazine CC=1C=C(C=CC1C)N1N=C(C=2C=NC=3C=CC=CC3C21)C2=CC=C(C=C2)N2CCNCC2